(5RS,8RS)-2-(3-chloro-4-fluorobenzyl)-8-methyl-3-oxo-2,3,5,6,7,8-hexahydro[1,2,4]triazolo[4,3-a]pyridine-5-carboxylate ClC=1C=C(CN2N=C3N([C@H](CC[C@H]3C)C(=O)[O-])C2=O)C=CC1F |r|